OCC1=C(C=C(C=C1)NC([C@H](C)NC([C@H](C(C)C)NC(OCC1C2=CC=CC=C2C=2C=CC=CC12)=O)=O)=O)I (9H-fluoren-9-yl)methyl ((S)-1-(((S)-1-((4-(hydroxymethyl)-3-iodophenyl)amino)-1-oxopropan-2-yl)amino)-3-methyl-1-oxobutan-2-yl)carbamate